N'-(tert-butyldimethylsilyl)-4-chloro-5-(2-hydroxypropan-2-yl)thiophene-2-sulfonimidamide [Si](C)(C)(C(C)(C)C)N=S(=O)(N)C=1SC(=C(C1)Cl)C(C)(C)O